FC=1C(=NC(=NC1)N1CCN(CC1)C(=O)N1N=CC[C@H]1C1=CC(=CC=C1)F)N1N=CC(=C1)C(=O)N (S)-1-(5-fluoro-2-(4-(5-(3-fluorophenyl)-4,5-dihydro-1H-pyrazole-1-carbonyl)piperazin-1-yl)pyrimidin-4-yl)-1H-pyrazole-4-carboxamide